3-(benzyloxy)-8-(3-(4,4-dimethyl-4,5-dihydro-oxazol-2-yl)bicyclo[1.1.1]pent-1-yl)-6H-benzo[C]chromen-6-one C(C1=CC=CC=C1)OC1=CC=C2C3=C(C(OC2=C1)=O)C=C(C=C3)C31CC(C3)(C1)C=1OCC(N1)(C)C